(R)-1-(4-chlorobenzyl)-3-(4-((2-methyl-6-oxopiperazin-1-yl)methyl)phenyl)urea ClC1=CC=C(CNC(=O)NC2=CC=C(C=C2)CN2[C@@H](CNCC2=O)C)C=C1